(R)-1-(2-((1-((dimethylamino)methyl)cyclopropyl)methoxy)-7-((R)-8-ethyl-7-fluoro-3-hydroxynaphthalen-1-yl)-6,8-difluoroquinazolin-4-yl)-3-methylpiperidin-3-ol CN(C)CC1(CC1)COC1=NC2=C(C(=C(C=C2C(=N1)N1C[C@@](CCC1)(O)C)F)C1=CC(=CC2=CC=C(C(=C12)CC)F)O)F